C1(=CC=CC=2C3=CC=CC=C3CC12)C(S(=O)(=O)OCC(C1=CC=CC=2C3=CC=CC=C3CC12)(C1=CC=CC=2C3=CC=CC=C3CC12)C1=CC=CC=2C3=CC=CC=C3CC12)(C1=CC=CC=2C3=CC=CC=C3CC12)C1=CC=CC=2C3=CC=CC=C3CC12 2,2,2-Tris(Fluorenyl)Ethyl Tris(Fluorenyl)Methanesulfonate